1-[3-amino-6-(dihydroxyboryl)pyrazin-2-yl]pyrazole-4-carboxamide NC=1C(=NC(=CN1)B(O)O)N1N=CC(=C1)C(=O)N